diethoxyphenyl-phosphorus C(C)OP(C1=CC=CC=C1)OCC